C(C)SC=1C=C(C=NC1C1=NC=2C(=NC=C(C2)C(F)(F)F)N1C)OC(C(=O)N)(C)C 2-[[5-ethylsulfanyl-6-[3-methyl-6-(trifluoromethyl)imidazo[4,5-b]pyridin-2-yl]-3-pyridyl]oxy]-2-methyl-propanamide